C(C)(C)(C)OC(=O)N1CCC(CC1)(O)C1=CC(=C(C=C1)Br)F 4-(4-bromo-3-fluorophenyl)-4-hydroxypiperidine-1-carboxylic acid tert-butyl ester